C(N)(=O)OCCCNC(OC(C)(C)C)=O tert-butyl (3-(carbamoyloxy)propyl)carbamate